C1(=C(C=CC=C1)N(C1=CC=2C(C3=CC=CC=C3C2C=C1)(C)C)C=1C=C(C=C(C1)C1=CC(=CC(=C1)C(C)(C)C)C(C)(C)C)C(C)(C)C)C1=CC=CC=C1 N-(1,1'-biphenyl-2-yl)-N-[(3,3',5'-tri-tert-butyl)-1,1'-biphenyl-5-yl]-9,9-dimethyl-9H-fluorene-2-amine